(S)-5-bromo-2-(1-cyclopropylethyl)-7-(methylsulfonyl)isoindolin-1-one BrC=1C=C2CN(C(C2=C(C1)S(=O)(=O)C)=O)[C@@H](C)C1CC1